(4R)-4-hydroxypentanoic acid O[C@@H](CCC(=O)O)C